5-(imidazo[1,2-a]pyridine-3-carbonyl)-N-(3-((4-methylpiperazin-1-yl)methyl)-5-(trifluoromethyl)phenyl)-4,5,6,7-tetrahydrothieno[3,2-c]pyridine-2-carboxamide N=1C=C(N2C1C=CC=C2)C(=O)N2CC1=C(CC2)SC(=C1)C(=O)NC1=CC(=CC(=C1)C(F)(F)F)CN1CCN(CC1)C